(R)-methyl (((2-amino-2,4-dimethylpentyl)oxy)-4-(trifluoromethyl)-(2,4'-bipyridin)-2'-yl)carbamate N[C@@](COC=1C(=NC=CC1C(F)(F)F)C1=CC(=NC=C1)NC(OC)=O)(CC(C)C)C